C(C)(C)(C)C1=C(C=CC(=C1)C(C)(C)C)C1=C(C=CC=C1)C1=CC=CC=C1 (2,4-di-tert-butylphenyl)[1,1'-biphenyl]